1,3-Dibromo-2-decanone BrCC(C(CCCCCCC)Br)=O